(4s,7S)-5,5,7-trifluoro-1-(4,4,4-trifluorobutyl)-3-(trifluoromethyl)-6,7-dihydro-4H-indazol-4-ol FC1([C@H](C=2C(=NN(C2[C@H](C1)F)CCCC(F)(F)F)C(F)(F)F)O)F